5,10,15,20-tetrakis-(2,3,4,5,6-pentafluorophenyl)-porphyrin FC1=C(C(=C(C(=C1F)F)F)F)C=1C2=CC=C(N2)C(=C2C=CC(C(=C3C=CC(=C(C=4C=CC1N4)C4=C(C(=C(C(=C4F)F)F)F)F)N3)C3=C(C(=C(C(=C3F)F)F)F)F)=N2)C2=C(C(=C(C(=C2F)F)F)F)F